5-(((tert-butyldimethylsilyl)oxy)methyl)pyrrolidin-2-one [Si](C)(C)(C(C)(C)C)OCC1CCC(N1)=O